2-((5-isobutyl-1-(spiro[2.5]octan-6-yl)-1H-pyrazol-3-yl)amino)-5-(thiophen-2-yl)nicotinic acid C(C(C)C)C1=CC(=NN1C1CCC2(CC2)CC1)NC1=C(C(=O)O)C=C(C=N1)C=1SC=CC1